S1CSC2=C1C=CC=C2 benzo-1,3-dithiolane